[C-]#N.C1=NC=CC2=CC=CC=C12 isoquinoline, cyanide salt